COC1=CC=C(C=C1)CC(CC1=CC=C(C=C1)OC)O 1,3-bis(4-methoxyphenyl)propan-2-ol